C(C)C1=CC(=NC=C1O)C#N 4-ethyl-5-hydroxy-pyridine-2-carbonitrile